(cis)-4-{[3-(4-trifluoromethyl-benzenesulfonamido)-cyclobutyl-1-yl]-amino}-1H-pyrrolo[2,3-b]pyridin-5-carbonitrile FC(C1=CC=C(C=C1)S(=O)(=O)NC1CC(C1)=NC1=C2C(=NC=C1C#N)NC=C2)(F)F